C(C)(C)(C)OC(=O)N1[C@@H](CN(C[C@@H]1C)C=1C=C2C(=CC(=NC2=NC1)C1=CC2=CN(N=C2C(=C1OCOC)F)C)C(=O)OC)C methyl 6-[(3R,5S)-4-(tert-butoxycarbonyl)-3,5-dimethylpiperazin-1-yl]-2-[7-fluoro-6-(methoxymethoxy)-2-methylindazol-5-yl]-1,8-naphthyridine-4-carboxylate